(8-(methylamino)-5-((1,2,3,4-tetrahydrobenzo[4,5]imidazo[1,2-a]pyridin-8-yl)ethynyl)-2,7-naphthyridin-3-yl)cyclopropanecarboxamide CNC=1N=CC(=C2C=C(N=CC12)C1(CC1)C(=O)N)C#CC1=CC2=C(N=C3N2CCCC3)C=C1